1-(4-cyclobutylphenyl)-N-hydroxycyclopropane-1-carboximidamide C1(CCC1)C1=CC=C(C=C1)C1(CC1)C(NO)=N